(4S)-4-(4-(4-((2,6-dioxopiperidin-3-yl)amino)-2-fluorophenyl)piperazin-1-yl)-3,3-difluoropiperidine-1-carboxylic acid tert-butyl ester C(C)(C)(C)OC(=O)N1CC([C@H](CC1)N1CCN(CC1)C1=C(C=C(C=C1)NC1C(NC(CC1)=O)=O)F)(F)F